((3-(5-(1-(3,5-Dichloropyridin-4-yl)ethoxy)-1-(tetrahydro-2H-pyran-2-yl)-1H-indazol-3-yl)phenyl)imino)dimethyl-λ6-sulfanone ClC=1C=NC=C(C1C(C)OC=1C=C2C(=NN(C2=CC1)C1OCCCC1)C=1C=C(C=CC1)N=S(=O)(C)C)Cl